(((9H-fluoren-9-yl)methoxy)carbonyl)glycylglycylglycyl-L-lysine compound with 2,2,2-trifluoroacetic acid FC(C(=O)O)(F)F.C1=CC=CC=2C3=CC=CC=C3C(C12)COC(=O)NCC(=O)NCC(=O)NCC(=O)N[C@@H](CCCCN)C(=O)O